3-acetyl-5-methyl-7-(4-acetylphenyl)coumarin methyl-5-methyl-3-(2-oxa-6-azaspiro[3.3]heptan-6-yl)-6-(trifluoromethyl)pyridazine-4-carboxylate COC(=O)C1=C(N=NC(=C1C)C(F)(F)F)N1CC2(COC2)C1.C(C)(=O)C=1C(OC2=CC(=CC(=C2C1)C)C1=CC=C(C=C1)C(C)=O)=O